C(CC=CC)(=O)O 3-PENTENOIC ACID